C(C)(=O)OC=1C(=NC=CC1OC)C(=O)N[C@H](C(=O)O[C@H]([C@@H](C)C1=C(C=CC=C1)C)C)C [(1S,2S)-1-methyl-2-(o-tolyl)propyl] (2S)-2-[(3-acetoxy-4-methoxy-pyridine-2-carbonyl)amino]propanoate